C(C)OC(=C)C1=NN(C(C2=CC=C(C=C12)C(F)(F)F)=O)CC(=O)NC1=NC=NC=C1 2-(4-(1-ethoxyvinyl)-1-oxo-6-(trifluoromethyl)phthalazin-2(1H)-yl)-N-(pyrimidin-4-yl)acetamide